4-[4-(trifluoromethoxy)phenyl]quinazoline-2-carbonitrile FC(OC1=CC=C(C=C1)C1=NC(=NC2=CC=CC=C12)C#N)(F)F